FC(COC1=CC(=NC=N1)CNC(=O)NC1CC(C1)C(F)(F)F)(F)F 1-[[6-(2,2,2-trifluoro-ethoxy)pyrimidin-4-yl]methyl]-3-[(1r,3r)-3-(trifluoro-methyl)cyclobutyl]urea